NC1=C2N=CN(C2=NC=N1)[C@H]1[C@@H](C[C@H](O1)COP(=O)(OC1=CC=CC2=CC=CC=C12)N[C@H](C(=O)OCC1=CC=CC=C1)C)O (2S)-benzyl 2-(((((2S,4R,5R)-5-(6-amino-9H-purin-9-yl)-4-hydroxytetrahydrofuran-2-yl)methoxy)(naphthalen-1-yloxy)phosphoryl)amino)propanoate